COC=1C=CC2=C(N=C(S2)C=2N=NC(=CC2)CC)C1 5-methoxy-2-(6-ethylpyridazin-3-yl)benzo[d]thiazole